2-(1-hydroxy-cyclohexyl)-N-[(3R,5S)-5-methyl-1-(8-trifluoromethyl-quinolin-5-yl)-piperidin-3-yl]-acetamide OC1(CCCCC1)CC(=O)N[C@H]1CN(C[C@H](C1)C)C1=C2C=CC=NC2=C(C=C1)C(F)(F)F